trimethyl-trimethoxydisilane C[Si]([Si](OC)(OC)OC)(C)C